(1R,3R)-3-((S)-6-(Methoxycarbonyl)-7-methyl-2-(2-(2-oxopyridin-1(2H)-yl)ethyl)-6,7,8,9-tetrahydro-3H-imidazo[4,5-f]chinolin-3-yl)cyclohexan COC(=O)N1[C@H](CCC2=C3C(=CC=C12)N(C(=N3)CCN3C(C=CC=C3)=O)C3CCCCC3)C